NC=1C(=NC(=CN1)C1=C(C=C(C=C1)NC([C@H](O)C1=CC(=CC(=C1)F)F)=O)CC)C(=O)NC(C)C (R)-3-amino-6-(4-(2-(3,5-difluorophenyl)-2-hydroxyacetamido)-2-ethylphenyl)-N-isopropylpyrazine-2-carboxamide